C(C)NC=1SC(=C(N1)C1=CC=C(C=C1)F)C#N 2-(ethylamino)-4-(4-fluorophenyl)thiazole-5-carbonitrile